C1(=CC=CC=C1)N(C=1C=CC=2N(C3=CC=C(C=C3C2C1)N(C1=CC=CC=C1)C1=CC=CC=C1)C1=C(C#N)C(=CC(=C1)C1=NC(=CC(=N1)C1=CC=CC=C1)C1=CC=CC=C1)N1C2=CC=C(C=C2C=2C=C(C=CC12)N(C1=CC=CC=C1)C1=CC=CC=C1)N(C1=CC=CC=C1)C1=CC=CC=C1)C1=CC=CC=C1 2,6-bis(3,6-bis(diphenylamino)-9H-carbazol-9-yl)-4-(4,6-diphenylpyrimidin-2-yl)benzonitrile